N-(2-aminoethyl)-3-aminopropylmethyldipropoxysilane NCCNCCC[Si](OCCC)(OCCC)C